N1N=CC(=C1)C1=C(C=C(CN(C(=O)[C@H]2CN(CCC2)C=2C=C(OC(C(=O)N3CCN(CC3)C(=O)OC(C)(C)C)(C)C)C=CC2)C2CC2)C=C1)C(F)(F)F tert-butyl (R)-4-(2-(3-(3-((4-(1H-pyrazol-4-yl)-3-(trifluoromethyl)benzyl) (cyclopropyl)carbamoyl)piperidin-1-yl)phenoxy)-2-methylpropanoyl)piperazine-1-carboxylate